C(C(C)C)NC1=NC(=NC=C1CC1=C(C=C(C(=C1)OC)OC)C(C)C)N N4-Isobutyl-5-(2-isopropyl-4,5-dimethoxy-benzyl)-pyrimidine-2,4-diamine